BrC=1C(=C(C=CC1)C=1C=NN(C1)C(CC)C1=CC=C(C=C1)F)F 4-(3-bromo-2-fluorophenyl)-1-(1-(4-fluorophenyl)propyl)-1H-pyrazole